C(C)N1C(=NC=C1)S(=O)(=O)NC=1C=CC(=C2C=CC=NC12)S(=O)(=O)C 1-ethyl-N-(5-(methylsulfonyl)quinolin-8-yl)-1H-imidazole-2-sulfonamide